[Mn].[Zn] zinc-Manganese